[N+](=O)([O-])C1=C(C=C(C(=C1)[N+](=O)[O-])F)[C@](N)(C)C(=O)N alpha-(2,4-dinitro-5-fluorophenyl)-L-alaninamide